O=C1N(CCC2=NC(SC(=C21)NC2=CC=CC=C2)C2=CC=CC=C2)C(=O)OC(C)(C)C tert-Butyl 5-oxo-2-phenyl-4-(phenylamino)-7,8-dihydro-2H-pyrido[4,3-d][1,3]thiazine-6(5H)-carboxylate